(S)-quinuclidin-3-yl (5-(3-ethylphenyl)-6-methoxy-2,2-dimethyl-2,3-dihydro-1H-inden-1-yl)carbamat C(C)C=1C=C(C=CC1)C=1C=C2CC(C(C2=CC1OC)NC(O[C@@H]1CN2CCC1CC2)=O)(C)C